ClC1=CC(=NC2=NC=C(N=C21)C)N2C[C@@H](OCC2)C=2C=NN(C2)C (S)-4-(8-chloro-2-methylpyrido[2,3-b]pyrazin-6-yl)-2-(1-methyl-1H-pyrazol-4-yl)morpholine